ClC1=C(C=O)C=CC(=C1)OCC=1C(=NOC1C1CC1)C1=C(C=CC=C1)OC(F)F 2-chloro-4-((5-cyclopropyl-3-(2-(difluoromethoxy)phenyl)isoxazol-4-yl)methoxy)benzaldehyde